5-Fluoro-4-hydroxy-2-(3-((4-oxo-2-(3,3,3-trifluoropropyl)-5,6,7,8-tetrahydroquinazolin-3(4H)-yl)methyl)isoxazol-5-yl)benzonitrile FC=1C(=CC(=C(C#N)C1)C1=CC(=NO1)CN1C(=NC=2CCCCC2C1=O)CCC(F)(F)F)O